6-fluoro-7-(2-fluoro-6-hydroxyphenyl)-1-[4-methyl-2-(propan-2-yl)pyridin-3-yl]-4-[(2S)-2-methyl-4-(prop-2-enyl)piperazin-1-yl]-1H,2H-pyrido[2,3-d]pyrimidin-2-one FC1=CC2=C(N(C(N=C2N2[C@H](CN(CC2)CC=C)C)=O)C=2C(=NC=CC2C)C(C)C)N=C1C1=C(C=CC=C1O)F